C1(CC1)C(=O)N1CCC(C1)OCC1=NON=C1C (cyclopropanecarbonyl)-4-((4-methyl-1,2,5-oxadiazol-3-yl)methoxy)pyrrolidin